(R)-7-fluoro-3-((1-methylpyrrolidin-2-yl)methyl)-1H-indole FC=1C=CC=C2C(=CNC12)C[C@@H]1N(CCC1)C